C(#N)C=1C=C(C=C(C1)F)C1=NO[C@@](C1)(C(F)(F)F)C(=O)N[C@H]1C=C[C@H](C1)C(=O)OCCOC 2-Methoxyethyl (1S,4R)-4-[[[(5R)-3-(3-cyano-5-fluorophenyl)-5-(trifluoromethyl)-4H-1,2-oxazol-5-yl]carbonyl] amino]cyclopent-2-en-1-carboxylat